tris(t-butyl)amine C(C)(C)(C)N(C(C)(C)C)C(C)(C)C